CCCCC1=C(C=CC(=C1)C)O butyl-4-methylphenol